N-[5-(4,4,5,5-tetramethyl-1,3,2-dioxaborolan-2-yl)-2-pyridyl]propanamide CC1(OB(OC1(C)C)C=1C=CC(=NC1)NC(CC)=O)C